[2-bromo-1-(bromomethyl)ethoxy]methylbenzene BrCC(OCC1=CC=CC=C1)CBr